ClC1=NC=C(C(=N1)C1=CNC2=C(C=CC=C12)P(=O)(C)C)C(=O)N 2-Chloro-4-(7-(dimethylphosphoryl)-1H-indol-3-yl)pyrimidine-5-carboxamide